C(C)(C)(C)OC(C[C@H](CCCC)NC1=NC(=NC(=C1CC1=C(C=CC=C1)OC)CCC(=O)OCC)N)=O (S)-3-((2-amino-6-(3-ethoxy-3-oxopropyl)-5-(2-methoxybenzyl)pyrimidin-4-yl)amino)heptanoic acid tert-butyl ester